N-[1-[2-(5-cyano-2-pyridyl)-1,2,4-triazol-3-yl]ethyl]-2-methyl-5-[(2S)-2-(trifluoromethylsulfonylamino)propoxy]pyridine-3-carboxamide C(#N)C=1C=CC(=NC1)N1N=CN=C1C(C)NC(=O)C=1C(=NC=C(C1)OC[C@H](C)NS(=O)(=O)C(F)(F)F)C